(3S,4S)-N-(3-(4-methylpiperazin-1-yl)phenyl)-1-oxo-2-(pyridin-3-ylmethyl)-3-(4-(trifluoromethyl)phenyl)-1,2,3,4-tetrahydroisoquinoline-4-carboxamide CN1CCN(CC1)C=1C=C(C=CC1)NC(=O)[C@@H]1[C@H](N(C(C2=CC=CC=C12)=O)CC=1C=NC=CC1)C1=CC=C(C=C1)C(F)(F)F